2,7-bismaleimidofluorene C1(C=CC(N1C1=CC=2CC3=CC(=CC=C3C2C=C1)N1C(C=CC1=O)=O)=O)=O